[Mo].[As] Arsenic-molybdenum